The molecule is a monosaccharide derivative that is beta-D-glucose in which the hydroxy groups at C-3 and C-6 are methylated. It derives from a beta-D-glucose. COC[C@@H]1[C@H]([C@@H]([C@H]([C@@H](O1)O)O)OC)O